(S)-2-(pyridin-2-yl)-5-(4-(4-(trifluoromethyl)pyrazolo[1,5-a]pyridin-2-yl)-6,7-dihydro-1H-imidazo[4,5-c]pyridin-5(4H)-yl)-1,3,4-oxadiazole N1=C(C=CC=C1)C=1OC(=NN1)N1[C@@H](C2=C(CC1)NC=N2)C2=NN1C(C(=CC=C1)C(F)(F)F)=C2